5-(3,4-Dimethoxyphenyl)-2-methoxy-1H-phenalen-1-one COC=1C=C(C=CC1OC)C=1C=C2C=C(C(C=3C=CC=C(C1)C32)=O)OC